tert-butyl (3R)-3-(hydroxymethyl)-piperazine-1-carboxylate OC[C@H]1CN(CCN1)C(=O)OC(C)(C)C